3-bromo-1a,6b-dihydro-1H-cyclopropa[b]benzofuran-1-carboxylic acid ethyl ester C(C)OC(=O)C1C2OC3=C(C21)C=CC=C3Br